(7-bromo-4-(1H-imidazol-1-yl)-8-methoxyquinolin-2-yl)benzoic acid BrC1=CC=C2C(=CC(=NC2=C1OC)C1=C(C(=O)O)C=CC=C1)N1C=NC=C1